BrCCOCCO 2-(2-bromoethoxy)ethane-1-ol